2,3-dimethyl-4-nitropyridine-N-oxide CC1=C(C=C[N+](=C1C)[O-])[N+](=O)[O-]